methanopyrrolo[3,2-c]pyridin N1C2=C(C=3C=NC=CC31)C2